Ethyl 2-(2-chloro-6-methyl-4-((5-oxo-4-(4-(trifluoromethyl)phenyl)-4,5-dihydro-1H-1,2,4-triazol-1-yl)methyl)phenoxy)-2-methylpropionate ClC1=C(OC(C(=O)OCC)(C)C)C(=CC(=C1)CN1N=CN(C1=O)C1=CC=C(C=C1)C(F)(F)F)C